(S)-5-chloro-4-fluoro-9-methyl-2-(methylthio)-9,10-dihydro-8H-7-oxa-1,3,6,10-tetraazacyclohepta[de]naphthalene ClC1=C(C=2N=C(N=C3C2C(=N1)OC[C@@H](N3)C)SC)F